1-(1,2,3,4,5,6,7,8-octahydro-2,3,8,8-tetramethyl-2-naphthalen-yl)-ethanone CC1(CC=2C(CCCC2CC1C)(C)C)C(C)=O